FC1=C(C#N)C(=CC(=C1)CC(C)C)N1CCN(CC1)CC1=NC=CC(=C1)C(F)(F)F 2-fluoro-4-isobutyl-6-(4-((4-(trifluoromethyl)pyridin-2-yl)methyl)piperazin-1-yl)benzonitrile